N1N=C(C=C1)CCC=1SC2=C(N(C=3C(N(N=CC32)CC3=NN(C=C3)C)=O)C)N1 2-(2-(1H-pyrazol-3-yl)ethyl)-4-methyl-6-((1-methyl-1H-pyrazol-3-yl)methyl)-4,6-dihydro-5H-thiazolo[5',4':4,5]pyrrolo[2,3-d]pyridazin-5-one